OC(COC1=C(C(=O)C2=CC=CC=C2)C=CC=C1)CC(CCCC)CCCCCCCCCCCC 2-hydroxy-4-dodecyloctoxybenzophenone